4-(6-amino-1-naphthalenyl)-7,7-dimethyl-2-(2-(2-propenoyl)-2,6-diazaspiro[3.4]octan-6-yl)-7,8-dihydro-5H-pyrano[4,3-b]pyridine-3-carbonitrile NC=1C=C2C=CC=C(C2=CC1)C1=C2C(=NC(=C1C#N)N1CC3(CN(C3)C(C=C)=O)CC1)CC(OC2)(C)C